1,3,5-trimethyl-2,4,6-tris(3',5'-di-tert-butyl-4'-hydroxybenzyl)benzene CC1=C(C(=C(C(=C1CC1=CC(=C(C(=C1)C(C)(C)C)O)C(C)(C)C)C)CC1=CC(=C(C(=C1)C(C)(C)C)O)C(C)(C)C)C)CC1=CC(=C(C(=C1)C(C)(C)C)O)C(C)(C)C